tert-butyl (E)-2-(3-methoxy-3-oxoprop-1-en-1-yl)-5,8-dihydro-1,7-naphthyridine-7(6H)-carboxylate COC(/C=C/C1=NC=2CN(CCC2C=C1)C(=O)OC(C)(C)C)=O